ClC1=C(C=CC=C1)C1=CN(C2=NC(=CC=C21)NC(=O)C2CC2)COCC[Si](C)(C)C N-[3-(2-chlorophenyl)-1-[[2-(trimethylsilyl)ethoxy]methyl]pyrrolo[2,3-b]pyridin-6-yl]cyclopropanecarboxamide